tert-butyl-[(3R,5S)-4-hydroxy-4,5-dimethylpiperidin-3-yl] carbamate C(N)(O[C@@H]1CN(C[C@@H](C1(C)O)C)C(C)(C)C)=O